CN1N=C(C(=C1)[N+](=O)[O-])NC1=NC=C(N=C1)OC1=CC=CC2=C1C1(CC1)CO2 N-(1-methyl-4-nitro-pyrazol-3-yl)-5-spiro[2H-benzofuran-3,1'-cyclopropane]-4-yloxypyrazin-2-amine